(4-(thiophen-2-yl)phenyl)methanamine S1C(=CC=C1)C1=CC=C(C=C1)CN